Iminophosphorane Gold(III) [Au+3].N=[PH3]